ClC=1C=C2C=NN(C2=CC1)CC=1C=NC(=NC1)C1=CC(=C(C=C1)OC)F 5-chloro-1-((2-(3-fluoro-4-methoxyphenyl)pyrimidin-5-yl)methyl)-1H-indazole